C(C)(=O)C1=NN(C2=CC=C(C=C12)C1OCC(CO1)N)CC(=O)N1[C@@H](C[C@H](C1)F)C(=O)NC1=NC(=CC=C1)Br (2S,4R)-1-(2-(3-acetyl-5-(5-amino-1,3-dioxan-2-yl)-1H-indazol-1-yl)acetyl)-N-(6-bromopyridin-2-yl)-4-fluoropyrrolidine-2-carboxamide